2-(4-(5-(3-amino-6-(2-hydroxyphenyl)pyridazin-4-yl)pyridin-2-yl)piperazin-1-yl)acetic acid NC=1N=NC(=CC1C=1C=CC(=NC1)N1CCN(CC1)CC(=O)O)C1=C(C=CC=C1)O